N-(2,1,3-benzothiadiazol-5-yl)-6-(trifluoromethyl)-1H-indole-3-sulfonamide N=1SN=C2C1C=CC(=C2)NS(=O)(=O)C2=CNC1=CC(=CC=C21)C(F)(F)F